6'-[(2-methyl-4-sulfobutan-2-yl)oxy]-2',3'-dihydrospiro[cyclohexane-1,1'-indene]-4-carboxylic acid CC(C)(CCS(=O)(=O)O)OC1=CC=C2CCC3(C2=C1)CCC(CC3)C(=O)O